ClCC1=NC=CC(=C1C)OCCCOC 2-chloromethyl-4-(3-methoxypropoxy)-3-methylpyridine